5-chloro-N-((2s,3s)-1-(dideutero(phenyl)methyl)-2-methylpyrrolidin-3-yl)-2-methoxy-4-(tridecylmethylamino)benzamide ClC=1C(=CC(=C(C(=O)N[C@@H]2[C@@H](N(CC2)C(C2=CC=CC=C2)([2H])[2H])C)C1)OC)N(C)CCCCCCCCCCCCC